(2S,4R)-4-hydroxy-1-(3-methoxy-2-methylbenzoyl)-N-(4-(4-methylthiazol-5-yl)benzyl)pyrrolidine-2-carboxamide O[C@@H]1C[C@H](N(C1)C(C1=C(C(=CC=C1)OC)C)=O)C(=O)NCC1=CC=C(C=C1)C1=C(N=CS1)C